FC=1C=CC(=C2C=C(N(C12)CCNC1=NC=NC(=C1)C=1C=C2C=NNC2=CC1)C#N)OC 7-Fluoro-1-{2-[6-(1H-indazol-5-yl)-pyrimidin-4-ylamino]-ethyl}-4-methoxy-1H-indole-2-carbonitrile